3,5-dimethyl-1-(3-nitrophenyl)1h-pyrazole-4-carboxylic acid ethyl ester C(C)OC(=O)C=1C(=NN(C1C)C1=CC(=CC=C1)[N+](=O)[O-])C